CC(C(=O)C1=CC=C(C=C1)N1CCOCC1)N 2-methyl-2-amino(4-morpholinophenyl)ethane-1-one